N,N-bis(2-chloroethyl)-D-glutamic acid 1-tert-butyl ester C(C)(C)(C)OC([C@H](N(CCCl)CCCl)CCC(=O)O)=O